(S)-glycerylacetone C([C@H](O)CO)CC(C)=O